triethylamine-N-oxide CC[N+](CC)(CC)[O-]